C(C)(C)(C)C=1C(=C(C=CC1)O)C tertiary butyl-methyl-phenol